tert-Butyl N-[1-[4-[[5-chloro-4-[[5-(methanesulfonamido)quinoxalin-6-yl]amino]pyrimidin-2-yl]amino]-2-ethyl-5-methoxy-phenyl]-4-piperidyl]-N-methyl-carbamate ClC=1C(=NC(=NC1)NC1=CC(=C(C=C1OC)N1CCC(CC1)N(C(OC(C)(C)C)=O)C)CC)NC=1C(=C2N=CC=NC2=CC1)NS(=O)(=O)C